COC(=O)CCCCCCC Heptane-carboxylic acid methyl ester